CN([C@H](CC([C@@H](CC)CC(=O)[O-])(C1=CC=CC=C1)C1=CC=CC=C1)C)C (3s,6s)-6-dimethylamino-4,4-diphenylheptan-3-ylacetate